FC(CC(C(=O)N(C)OC)NC(OC(C)(C)C)=O)(F)F tert-Butyl (4,4,4-trifluoro-1-(methoxy(methyl)amino)-1-oxobutan-2-yl)carbamate